9,10-bis(isopentyloxycarbonyloxy)anthracene C(CC(C)C)OC(=O)OC=1C2=CC=CC=C2C(=C2C=CC=CC12)OC(=O)OCCC(C)C